CC(C(=O)N1CCC=C(C1)C1=C2C(=NC=C1)C=C(O2)C2=CC=C(C=C2)S(=O)(=O)C)C 2-methyl-1-(5-(2-(4-(methylsulfonyl)phenyl)furo[3,2-b]pyridin-7-yl)-3,6-dihydropyridin-1(2H)-yl)propan-1-one